COC(CC1=NC=2C(=C3C(=NC2)N(C=C3)S(=O)(=O)C3=CC=CC=C3)N1)C 2-(2-methoxypropyl)-6-(phenylsulfonyl)-1,6-dihydroimidazo[4,5-d]Pyrrolo[2,3-b]Pyridine